5,8-dimethyl-2,3,4,5-tetrahydro-1H-pyrido[4,3-b]indole CN1C2=C(C=3C=C(C=CC13)C)CNCC2